C(C)(C)(C)OC(=O)N1[C@@H](COCCC1)C(=O)O (S)-4-(tert-butoxycarbonyl)-1,4-oxaazepane-3-carboxylic acid